O(C(C)C)C1=C2CCN(C2=CC=C1)C(=O)[C@H]1N(CCC1)C#N (S)-2-(4-Isopropoxylindoline-1-carbonyl)pyrrolidine-1-carbonitrile